N-(3-(pyrrolidin-1-ylmethyl)-1,2,4-thiadiazol-5-yl)-4-(3-(trifluoromethyl)phenyl)furan-2-carboxamide N1(CCCC1)CC1=NSC(=N1)NC(=O)C=1OC=C(C1)C1=CC(=CC=C1)C(F)(F)F